ClC=1C=CC(=NC1)NC([C@H](C)N1C[C@@H](CCC1)C1=CNC(C(=C1)C1=CC=CC=C1)=O)=O (S)-N-(5-chloropyridin-2-yl)-2-((S)-3-(6-oxo-5-phenyl-1,6-dihydropyridin-3-yl)piperidin-1-yl)propionamide